N6-[2-[[4-(Diethylamino)-1-methylbutyl]amino]-6-methyl-4-pyrimidinyl]-2-methyl-4,6-quinolinediamine trihydrochloride Cl.Cl.Cl.C(C)N(CCCC(C)NC1=NC(=CC(=N1)NC=1C=C2C(=CC(=NC2=CC1)C)N)C)CC